N-(3-(cyclopentylsulfonyl)phenyl)-6-((3-hydroxypropyl)amino)-2-(6-azaspiro[2.5]octan-6-yl)nicotinamide C1(CCCC1)S(=O)(=O)C=1C=C(C=CC1)NC(C1=C(N=C(C=C1)NCCCO)N1CCC2(CC2)CC1)=O